2-(2-ethyl) xylylenediamine ethyl benzoate C(C1=CC=CC=C1)(=O)OCC.CCC1(C(C=CC=C1)CN)CN